NC=1C2=C(N=CN1)N(C=C2C(=O)NC2=CC=C(C=C2)COC)C(C)(C)C=2SC=CC2 4-amino-N-(4-(methoxymethyl)phenyl)-7-(2-(thiophen-2-yl)propan-2-yl)-7H-pyrrolo[2,3-d]pyrimidine-5-carboxamide